3'-fluoro-N-(2-oxo-1,2,3,4-tetrahydroquinolin-6-yl)-[1,1'-biphenyl]-2-carboxamide FC=1C=C(C=CC1)C=1C(=CC=CC1)C(=O)NC=1C=C2CCC(NC2=CC1)=O